CC(/C(/CN1N=CC2=NC=C(C=C21)C2=CC(=CC=C2)C(F)(F)F)=N/O)C (Z)-3-Methyl-1-[6-[3-(trifluoromethyl)phenyl]pyrazolo[4,3-b]pyridin-1-yl]butan-2-one oxime